3-(3-(((benzyloxy)carbonyl)(methyl)amino)propoxy)-2-(3-iodophenyl)-2-methylpropanoic acid C(C1=CC=CC=C1)OC(=O)N(CCCOCC(C(=O)O)(C)C1=CC(=CC=C1)I)C